O=C1N(N=CC=C1C(=O)N)C1=CC=CC=C1 3-oxo-2-phenyl-2,3-dihydropyridazine-4-carboxamide